C1(CCCCC1)C(C(=O)NC1CCCCC1)N1C(=NC2=C1C=CC=C2)C2=C(C(=C(C=C2)F)F)F 2,N-dicyclohexyl-2-[2-(2,3,4-trifluoro-phenyl)-benzimidazol-1-yl]-acetamide